FC(C=1C=CC=2C=3N(C=NC2C1)N=CN3)(F)F 8-(trifluoromethyl)-[1,2,4]triazolo[1,5-c]quinazolin